Cl.N[C@H](CCN(CCO)CC)CSC1=CC=CC=C1 (R)-2-((3-amino-4-(phenylthio)butyl)(ethyl)amino)ethan-1-ol hydrochloride